6-(4-(1-isopropyl-1H-pyrazol-5-yl)-4H-1,2,4-triazol-3-yl)pyridine-2-citric acid monohydrate O.C(C)(C)N1N=CC=C1N1C(=NN=C1)C1=CC=CC(=N1)C(C(CC(=O)O)(O)C(=O)O)C(=O)O